BrC1=NN(C(=N1)C(CCCOC1OCCCC1)OC1=C(C=CC=C1)Cl)COC 3-bromo-5-(1-(2-chlorophenoxy)-4-((tetrahydro-2H-pyran-2-yl)oxy)butyl)-1-(methoxymethyl)-1H-1,2,4-triazole